CC(C)CCC(C)(C)OOC(C)(C)C 2,5-dimethyl-2,5-(t-butylperoxy)-hexane